(S)-3-(1'-((2-(oxetan-3-yl)-2H-indazol-6-yl)methyl)-6-oxo-6,8-dihydro-2H,7H-spiro[furo[2,3-e]isoindole-3,4'-piperidin]-7-yl)piperidine-2,6-dione O1CC(C1)N1N=C2C=C(C=CC2=C1)CN1CCC2(CC1)COC1=C3CN(C(C3=CC=C12)=O)[C@@H]1C(NC(CC1)=O)=O